C(C)(C)(C)C1=CC=C(C(=O)NC(NC2=CC=C(C=C2)NC(C2=CC=C(C=C2)Br)=O)=S)C=C1 4-(tert-butyl)-N-((4-(4-bromobenzoamido)phenyl)thiocarbamoyl)benzamide